C1OCC12CCN(CC2)C=2C=C(C(=CC2)N)N 4-(2-oxa-7-azaspiro[3.5]nonan-7-yl)benzene-1,2-diamine